N-(1-(pyridin-4-yl)-5-(trifluoromethyl)-1H-pyrazol-4-yl)propanamide N1=CC=C(C=C1)N1N=CC(=C1C(F)(F)F)NC(CC)=O